1-naphthacene-acetamide C1(=CC=CC2=CC3=CC4=CC=CC=C4C=C3C=C12)CC(=O)N